tert-Butyl 2-(3-bromo-7-fluoro-5-(2-methylpyrimidin-5-yl)-1H-indazol-1-yl)acetate BrC1=NN(C2=C(C=C(C=C12)C=1C=NC(=NC1)C)F)CC(=O)OC(C)(C)C